(4Z)-4-cyclopentadecen-1-one C1(CC\C=C/CCCCCCCCCC1)=O